N-(4-amino-1H-pyrazolo[4,3-c]pyridin-7-yl)-2-oxo-2-[(2S,5S)-5-methyl-2-(4-pyridyl)-1-piperidyl]acetamide NC1=NC=C(C2=C1C=NN2)NC(C(N2[C@@H](CC[C@@H](C2)C)C2=CC=NC=C2)=O)=O